6aH-cyclopenta[d][1,2]oxazol O1N=CC=2C1C=CC2